[Si](C)(C)(C(C)(C)C)OC=1C=C(C=CC1F)N1N=CC2=CC(=CC=C12)C1=C(C#N)C=CC=C1 2-(1-(3-((tert-butyldimethylsilyl)oxy)-4-fluorobenzeneYl)-1H-indazol-5-yl)benzonitrile